[2-[5-(2,2-Difluoropropoxy)-3-ethylsulfonyl-2-pyridyl]-1,3-benzoxazol-5-yl]iminooxo(trifluoromethyl)-λ6-sulfan FC(COC=1C=C(C(=NC1)C=1OC2=C(N1)C=C(C=C2)N=S(C(F)(F)F)=O)S(=O)(=O)CC)(C)F